CN[C@@H](CC1=CNC=N1)C(=O)[O-] Methyl-L-histidinate